N-(3',4',5'-trifluorobiphenyl-2-yl)-1,3-dimethylpyrazole-4-ylcarboxamide FC=1C=C(C=C(C1F)F)C1=C(C=CC=C1)NC(=O)C=1C(=NN(C1)C)C